N5-(3-(1-(3,5-dichlorophenyl)-3-(3,3-dimethylmorpholine-4-carbonyl)-7-methoxy-1,4-dihydrochromeno[4,3-c]pyrazol-8-yl)phenyl)-D-glutamine ClC=1C=C(C=C(C1)Cl)N1N=C(C2=C1C=1C=C(C(=CC1OC2)OC)C=2C=C(C=CC2)NC(CC[C@@H](N)C(=O)O)=O)C(=O)N2C(COCC2)(C)C